tert-butyl-N-[(3S)-1-{5-[2-(5-fluoro-2-methoxyphenyl)-3-oxopyridazine-4-amido]-1,2-dimethyl-1,3-benzodiazol-4-yl}pyrrolidin-3-yl]carbamate hydrochloride Cl.C(C)(C)(C)OC(N[C@@H]1CN(CC1)C1=C(C=CC=2N(C(=NC21)C)C)NC(=O)C=2C(N(N=CC2)C2=C(C=CC(=C2)F)OC)=O)=O